FC(S(=O)(=O)N1C[C@@H](CCC1)N)F (3R)-1-[(difluoromethyl)sulfonyl]-3-piperidinamine